3-(5-(difluoromethyl)-1,3,4-thiadiazol-2-yl)-N-(1-(hydroxymethyl)cyclopropyl)-8-(4-isobutyrylpiperazin-1-yl)imidazo[1,5-a]pyridine-6-sulfonamide FC(C1=NN=C(S1)C1=NC=C2N1C=C(C=C2N2CCN(CC2)C(C(C)C)=O)S(=O)(=O)NC2(CC2)CO)F